1-hexen-3-one C=CC(CCC)=O